tert-butyl 4-[7-({2,8-dimethyl-7-oxoimidazo[1,2-a]pyrimidin-6-yl}carbamoyl)-2-methylindazol-4-yl]piperazine-1-carboxylate CC=1N=C2N(C=C(C(N2C)=O)NC(=O)C2=CC=C(C3=CN(N=C23)C)N2CCN(CC2)C(=O)OC(C)(C)C)C1